3-(2-(3-bromo-2-fluorophenyl)-2-oxoethyl)azetidine-1-carboxylic acid tert-butyl ester C(C)(C)(C)OC(=O)N1CC(C1)CC(=O)C1=C(C(=CC=C1)Br)F